NC=1C=CC(=C2CN(C(C12)=O)CC(=C)C#N)C=1C=C2C(=NNC2=CC1)C(=O)NCCO 5-[7-amino-2-(2-cyano-2-methylideneethyl)-1-oxo-2,3-dihydro-1H-isoindol-4-yl]-N-(2-hydroxyethyl)-1H-indazole-3-carboxamide